6-(2-methyl-5-(pyrrolidin-1-yl)phenyl)-2-(pyrimidin-2-yl)-7,8-dihydro-phthalazin-1(2H)-one CC1=C(C=C(C=C1)N1CCCC1)C1=CC=2C=NN(C(C2CC1)=O)C1=NC=CC=N1